O(C1=CC=CC=C1)CC(=O)NC=1C=C2C(=CNC2=CC1)C=1CCN(CC1)C(CC)CC 5-(phenoxyacetyl)amino-3-(1-(3-pentyl)-1,2,3,6-tetrahydropyridin-4-yl)-1H-indole